1-(tert-pentyl)-1H-1,2,3-triazol C(C)(C)(CC)N1N=NC=C1